(S)-4-(difluoromethyl)-4-fluorochromane-6-carboxylic acid FC([C@@]1(CCOC2=CC=C(C=C12)C(=O)O)F)F